N-(2-ethoxyphenyl)-N'-(4-ethylphenyl)ethanediamide C(C)OC1=C(C=CC=C1)NC(C(=O)NC1=CC=C(C=C1)CC)=O